(1R,2S,5S)-N-(4-(Aziridin-1-yl)-1-cyclopropyl-3,4-dioxobutan-2-yl)-3-((S)-2-isobutyramido-3,3-dimethylbutanoyl)-6,6-dimethyl-3-azabicyclo[3.1.0]hexane-2-carboxamide N1(CC1)C(C(C(CC1CC1)NC(=O)[C@@H]1[C@H]2C([C@H]2CN1C([C@H](C(C)(C)C)NC(C(C)C)=O)=O)(C)C)=O)=O